(4-(azetidin-1-yl)piperidin-1-yl)(1-(3,4-dimethyl-2-(p-tolyl)-2H-pyrazolo[3,4-d]pyridazin-7-yl)piperidin-4-yl)methanone N1(CCC1)C1CCN(CC1)C(=O)C1CCN(CC1)C1=NN=C(C=2C1=NN(C2C)C2=CC=C(C=C2)C)C